[6-[(2-tert-butylthiazol-5-yl)methyl]-2,6-diazaspiro[3.3]heptan-2-yl]-[6-[3-(trifluoromethyl)-1,2,4-triazol-1-yl]-2-azaspiro[3.3]heptan-2-yl]methanone C(C)(C)(C)C=1SC(=CN1)CN1CC2(CN(C2)C(=O)N2CC3(C2)CC(C3)N3N=C(N=C3)C(F)(F)F)C1